4-methyl-2-(2-methyl-1-propenyl)tetrahydropyrane CC1CC(OCC1)C=C(C)C